2-(morpholin-4-yl)-4-[1-(phenylsulfonyl)-1H-indol-2-yl]-8-(1H-pyrazol-5-yl)-1,7-naphthyridine N1(CCOCC1)C1=NC2=C(N=CC=C2C(=C1)C=1N(C2=CC=CC=C2C1)S(=O)(=O)C1=CC=CC=C1)C1=CC=NN1